C(C(=C)C)(=O)[O-].[Fe+] iron monomethacrylate